COC1=C(C=C(C=C1)[C@@H]1CC[C@H](CC1)CN(C(=O)[C@@H]1CC[C@H](CC1)NC(OC)=O)C1=CC(=CC=C1)C1=CN=C(S1)OC)C Methyl (trans-4-(((trans-4-(4-methoxy-3-methylphenyl)cyclohexyl)methyl)(3-(2-methoxythiazol-5-yl)phenyl)carbamoyl)cyclohexyl)carbamate